ClC1=CC=C(C=C1)C1=NN(C(C(=C1)C(N[C@H](CO)C)=O)=O)C=1CCN(CC1)C(=O)OC(C)(C)C tert-butyl (S)-4-(3-(4-chlorophenyl)-5-((1-hydroxypropan-2-yl) carbamoyl)-6-oxopyridazin-1(6H)-yl)-3,6-dihydropyridine-1(2H)-carboxylate